2-(2-chloro-6-methylpyridin-4-yl)propan-2-ol ClC1=NC(=CC(=C1)C(C)(C)O)C